FC(C1=NN=C(O1)C=1C=CC(=NC1)CN1C(OC(=N1)C1=C(C(=CC=C1)C1CCNCC1)F)=O)F 3-[[5-[5-(difluoromethyl)-1,3,4-oxadiazol-2-yl]-2-pyridyl]methyl]-5-[2-fluoro-3-(4-piperidyl)phenyl]-1,3,4-oxadiazol-2-one